styrenediamine C(=CC1=CC=CC=C1)(N)N